OC(CP(O)(=O)O)P(O)(=O)O hydroxyethane-diphosphonic acid